butoxybis(perfluorophenyl)borane C(CCC)OB(C1=C(C(=C(C(=C1F)F)F)F)F)C1=C(C(=C(C(=C1F)F)F)F)F